(R)-3-(7-chloro-3-cyclohexyl-2-methyl-1,1-dioxido-5-phenyl-2,3,4,5-tetrahydrobenzo[f][1,2,5]thiadiazepin-8-yl)-1H-pyrazole-5-carboxylic acid ClC=1C(=CC2=C(N(C[C@H](N(S2(=O)=O)C)C2CCCCC2)C2=CC=CC=C2)C1)C1=NNC(=C1)C(=O)O